C1(CCC1)CN(C(=O)OCC1=C(N=NN1C)C1=CC=C(C(=N1)C)OC1CC(OCC1)C(=O)O)C 4-((6-(5-((((cyclobutylmethyl)(methyl)carbamoyl)oxy)methyl)-1-methyl-1H-1,2,3-triazol-4-yl)-2-methylpyridin-3-yl)oxy)tetrahydro-2H-pyran-2-carboxylic acid